CCCCCCCCCCCCCCCCCCCCCCCC(=O)O[C@@H]1[C@H]([C@@H]([C@H](O[C@@H]1O[C@@H]2[C@@H]([C@H]([C@@H]([C@H](O2)CO)O)O)OS(=O)(=O)O)CO)O)OC(=O)/C(=C/[C@@H](C)C[C@@H](C)C[C@@H](C)CCCCCCCCCCCCCCCC)/C The molecule is a sulfoglycolipid in which alpha,alpha-trehalose, sulfated at the 2'-position, is acylated at the 2-position with tetracosanoic acid, and at the 3-position with (2E,4S,6S,8S)-2,4,6,8-tetramethyltetracos-2-enoic acid. It is a sulfoglycolipid and a polyacyl alpha,alpha-trehalose derivative. It derives from an alpha,alpha-trehalose.